COC1=C(C(=O)NC(C)CC)C(=CC(=C1)N1C=NC2=C1C=CC(=C2)C=2C=NN(C2)C)OC 2,6-dimethoxy-4-[5-(1-methylpyrazol-4-yl)benzimidazol-1-yl]-N-sec-butyl-benzamide